COC=1C=C2CN(CC2=CC1OC)C=1C(=C(C2=C(C(C(O2)(C)C)C2=CC=C(C=C2)C)C1C)C)C 5,6-dimethoxy-2-[2,2,4,6,7-pentamethyl-3-(4-methylphenyl)-2,3-dihydro-1-benzofuran-5-yl]Isoindoline